tert.butylamine C(C)(C)(C)N